2-ethylpropane C(C)C(C)C